(S)-(-)-1-amino-2-propanol NC[C@H](C)O